COC1=CC=C(C=C1)CN1N=CC(=C1)C1=NC=CC=C1C1=NC(=CC=C1C(C)=O)N1C=NC2=C1C=CC(=C2)NC=2N=NC(=CC2)C 1-[2-[2-[1-[(4-methoxyphenyl)methyl]pyrazol-4-yl]-3-pyridyl]-6-[5-[(6-methylpyridazin-3-yl)amino]benzimidazol-1-yl]-3-pyridyl]ethanone